2'-bromospiro[cyclohexane-1,4'-pyrrolo[3,4-d]thiazol]-6'(5'H)-one BrC=1SC2=C(N1)C1(NC2=O)CCCCC1